C(CNCCN)NCCN N1,N1'-(ethane-1,2-diyl)diethane-1,2-diamine